2,6-dinitrobenzaldehyde [N+](=O)([O-])C1=C(C=O)C(=CC=C1)[N+](=O)[O-]